O=C1CCC(N1C(=O)[O-])C(=O)[O-] 5-oxo-pyrrolidine-1,2-dicarboxylate